BrC(C1=CC(=C(C(=O)OC)C(=C1)F)F)Br methyl 4-(dibromomethyl)-2,6-difluorobenzoate